N1=CC=C(C=C1)[C@@H]1C[C@@H](N(C1)C(=O)OC(C)(C)C)C(=O)OC 1-(tert-butyl) 2-methyl (2R,4S)-4-(pyridin-4-yl)pyrrolidine-1,2-dicarboxylate